5-[7-[(1R,2R)-2-hydroxycyclohexyl]imidazo[4,5-c]pyridazin-3-yl]-6-methyl-benzofuran O[C@H]1[C@@H](CCCC1)N1C=NC2=C1N=NC(=C2)C=2C(=CC1=C(C=CO1)C2)C